C1(CCCC1)NC1=CC=C(C=C1)[C@@H]1N(CCC[C@@H]1C(=O)NC1=CC(=C(C=C1)C)C(F)(F)F)S(=O)(=O)C1=C(C=CC=C1F)F (2R,3S)-2-(4-(cyclopentylamino)phenyl)-1-((2,6-difluorophenyl)-sulfonyl)-N-(4-methyl-3-(trifluoromethyl)phenyl)piperidine-3-carboxamide